CS(=O)(=O)NC=1C=C(C=CC1)NC(=O)C=1SC=C(C1)C(=O)NC1=CC=CC=C1 N2-(3-(methylsulfonamido)phenyl)-N4-phenylthiophene-2,4-dicarboxamide